2-(2-(tert-butoxy)ethoxy)-8-chloro-4,7-dimethyl-3,4-dihydro-2,7-naphthyridine-1,6(2h,7h)-dione C(C)(C)(C)OCCON1C(C2=C(N(C(C=C2C(C1)C)=O)C)Cl)=O